CC1=NC(=NC=2N([C@H](C(NC12)=O)C)C)NCC=1C=NN(C1)C[C@@H](C)C1=CC=CC=C1 (7S)-4,7,8-trimethyl-2-(((1-((S)-2-phenylpropyl)-1H-pyrazol-4-yl)methyl)amino)-7,8-dihydropteridin-6(5H)-one